[Si](C)(C)(C(C)(C)C)OC[C@H]1N(CC(C1)(C(F)(F)F)OS(=O)(=O)C1=CC=C(C)C=C1)C(=O)OC(C)(C)C (2S)-tert-Butyl 2-(((tert-butyldimethylsilyl)oxy)methyl)-4-(tosyloxy)-4-(trifluoromethyl)pyrrolidine-1-carboxylate